N-prop-2-ylacetamide CC(C)NC(C)=O